(bis(4-fluorophenyl) methyl) thioacetate C(C)(=S)OC(C1=CC=C(C=C1)F)C1=CC=C(C=C1)F